NC=1C=C(C=C(C1)C(F)F)[C@@H](C)NC1=NC(=NC2=C3C(=C(C=C12)N1CC2(COC2)C1)CCC3)C |r| (R/S)-N-(1-(3-amino-5-(difluoromethyl)phenyl)ethyl)-2-methyl-6-(2-oxa-6-azaspiro[3.3]heptane-6-yl)-8,9-dihydro-7H-cyclopenta[H]quinazolin-4-amine